4-methyl-1,6-heptadiene CC(CC=C)CC=C